1-methoxy-2-amino-4-beta-hydroxy-ethyl-aminobenzene COC1=C(C(=C(C=C1)CCO)N)N